COCCSCC1=NC=CC(=C1)NC(OC(C)(C)C)=O tert-butyl (2-(((2-methoxyethyl)thio)methyl)pyridin-4-yl)carbamate